(R)-7-(2,2-dimethylmorpholino)-N-(5-fluoroquinolin-6-yl)-5-(1-(oxetan-3-yl)ethoxy)quinazolin-4-amine CC1(OCCN(C1)C1=CC(=C2C(=NC=NC2=C1)NC=1C(=C2C=CC=NC2=CC1)F)O[C@H](C)C1COC1)C